Ethyl (S)-1-(1-(5-(benzyloxy)-6-chloro-2-iodopyridin-3-yl)-3,3-dimethylbutan-2-yl)-4-oxo-1,4-dihydropyridine-3-carboxylate C(C1=CC=CC=C1)OC=1C=C(C(=NC1Cl)I)C[C@@H](C(C)(C)C)N1C=C(C(C=C1)=O)C(=O)OCC